(3-phenyl-1-butyn-3-oxy)diphenylmethylsilane tert-butyl-(3R,4S)-rel-4-(2-(prop-2-en-1-yloxy)-4,5-dichlorobenzoyl)-3-methylpiperidine-1-carboxylate C(C)(C)(C)OC(=O)N1C[C@@H]([C@H](CC1)C(C1=C(C=C(C(=C1)Cl)Cl)OCC=C)=O)C.C1(=CC=CC=C1)C(C#C)(C)O[SiH2]C(C1=CC=CC=C1)C1=CC=CC=C1 |o1:9,10|